ClC1=NC2=CC(=CC=C2N=C1)Cl 2,7-dichloro-quinoxaline